(S)-N-(1-(7-(8-ethynyl-3-hydroxynaphthalen-1-yl)-8-fluoro-2-((tetrahydro-1H-pyrrolizin-7a(5H)-yl)methoxy)pyrido[4,3-d]pyrimidin-4-yl)-5,5-dimethylazepan-3-yl)acrylamide C(#C)C=1C=CC=C2C=C(C=C(C12)C1=C(C=2N=C(N=C(C2C=N1)N1C[C@H](CC(CC1)(C)C)NC(C=C)=O)OCC12CCCN2CCC1)F)O